4-methyl-1-(2-(5-(tetrahydro-2H-pyran-4-yl)furan-2-carboxamido)-4-(trifluoromethyl)-phenyl)piperidine-4-carboxamide CC1(CCN(CC1)C1=C(C=C(C=C1)C(F)(F)F)NC(=O)C=1OC(=CC1)C1CCOCC1)C(=O)N